(3-bromo-5-methylphenyl)acetic acid BrC=1C=C(C=C(C1)C)CC(=O)O